FC=1C=C(C=CC1)S(=O)(=O)N1CC2=C(C1)CN(C2)C([C@@H](CC)C=2N=C(SC2)C)=O (2S)-1-[5-(3-fluorobenzenesulfonyl)-1H,2H,3H,4H,5H,6H-pyrrolo[3,4-c]pyrrol-2-yl]-2-(2-methyl-1,3-thiazol-4-yl)butan-1-one